2-(ethylsulfonyl)-N-methyl-3-(6-(2,2,3,3,3-pentafluoropropoxy)pyridazin-3-yl)pyrazolo[1,5-a]pyrimidin-7-amine C(C)S(=O)(=O)C1=NN2C(N=CC=C2NC)=C1C=1N=NC(=CC1)OCC(C(F)(F)F)(F)F